FC1=CC2=C(C(=NO2)C)C=C1 6-fluoro-3-methylbenzo[d]isoxazol